FC=1C=CC=C2C(C(=CNC12)S(=O)(=O)N1CCC2(C[C@H](CO2)NC[C@@H](COC=2C=C(C=CC2)S(=O)(=O)N)O)CC1)=O 3-((S)-3-((R)-8-(8-fluoro-4-oxo-1,4-dihydroquinolin-3-ylsulfonyl)-1-oxa-8-azaspiro[4.5]decan-3-ylamino)-2-hydroxypropoxy)benzenesulfonamide